(cyclohexylmethyl)-4H-1,2,4-triazole C1(CCCCC1)CC1=NN=CN1